C[C@H]1[C@@H](C[C@H]([C@@H](O1)OCCCCCC/C=C/C(=O)SCCNC(=O)CCNC(=O)[C@@H](C(C)(C)COP(=O)(O)OP(=O)(O)OC[C@@H]2[C@H]([C@H]([C@@H](O2)N3C=NC4=C(N=CN=C43)N)O)OP(=O)(O)O)O)O)O The molecule is an acyl-CoA that results from the formal condensation of the thiol group of coenzyme A with the carboxy group of oscr#3. It derives from an oscr#3. It is a conjugate acid of an oscr#3-CoA(4-).